ClC1=CC=C2C=C(C=NC2=C1)NC=1N=NNC1C(=O)O 4-((7-chloroquinolin-3-yl)amino)-1H-1,2,3-triazole-5-carboxylic acid